FC(C(=O)O)(F)F.N1C(CCCC1=O)=O piperidine-2,6-dione, trifluoroacetate salt